NC/C=C/C=1N=C(NC1)C1=NNC2=CC(=CC=C12)C1=C(C=C(C=C1)O)CC (E)-4-(3-(4-(3-aminoprop-1-en-1-yl)-1H-imidazol-2-yl)-1H-indazol-6-yl)-3-ethylphenol